((R)-2-(benzofuran-3-yl)-1-(2-oxo-2-(((R)-1-(pyridin-2-yl)ethyl)amino)acetamido)Ethyl)boric acid O1C=C(C2=C1C=CC=C2)C[C@H](NC(C(N[C@H](C)C2=NC=CC=C2)=O)=O)OB(O)O